[Cl-].O1COC2=C1C=CC=C2CC=2C(=NC=CC2C[NH3+])N2CCOCC2 3-benzodioxol-4-ylmethyl-[(2-morpholino-4-pyridinyl)methyl]ammonium chloride